N-(4-(7-chloro-5-((5-phenoxypentyl)amino)-2,3,4,5-tetrahydro-1H-benzo[b]azepine-1-carbonyl)-3-methylphenyl)-2-methylbenzamide ClC1=CC2=C(N(CCCC2NCCCCCOC2=CC=CC=C2)C(=O)C2=C(C=C(C=C2)NC(C2=C(C=CC=C2)C)=O)C)C=C1